C(C=C)N1N=CC(=C1)C=1C=NC2=CC=C(C(=C2N1)Cl)OC=1C=CC2=C(N(C(=N2)C)COCC[Si](C)(C)C)C1 2-[[6-[3-(1-allylpyrazol-4-yl)-5-chloro-quinoxalin-6-yl]oxy-2-methyl-benzimidazol-1-yl]methoxy]ethyl-trimethylsilane